CCCCCCCCCCCCCCCCCCCC(=O)O[C@H](COC(=O)CCCCCCCCCCCCCCC)COP(=O)(O)OCCN The molecule is a 1,2-diacyl-sn-glycero-3-phosphoethanolamine in which the 1- and 2-acyl groups are specified as hexadecanoyl and icosanoyl respectively. It has a role as a mouse metabolite and a rat metabolite. It is a 1,2-diacyl-sn-glycero-3-phosphoethanolamine and a phosphatidylethanolamine 36:0. It derives from a hexadecanoic acid and an icosanoic acid.